OC1CNCCC1 3-hydroxy-piperidine